7-oxo-4,5,6,7-tetrahydro-1H-pyrazolo[3,4-c]Pyridine-3-carboxylic acid O=C1NCCC2=C1NN=C2C(=O)O